tert-butyl 3,7-diazaspiro[3.5]nonane-7-carboxylate C1CNC12CCN(CC2)C(=O)OC(C)(C)C